5-(4-((S)-1-(2-oxa-6-azaspiro[3.3]hept-6-yl)ethyl)phenyl)-2-amino-N-((1r,4r)-4-hydroxycyclohexyl)nicotinamide C1OCC12CN(C2)[C@@H](C)C2=CC=C(C=C2)C=2C=NC(=C(C(=O)NC1CCC(CC1)O)C2)N